rel-(S)-N-(6-((2-fluorophenyl)amino)-1H-indazol-3-yl)-4-((1-methylpiperidin-3-yl)oxy)benzamide FC1=C(C=CC=C1)NC1=CC=C2C(=NNC2=C1)NC(C1=CC=C(C=C1)O[C@@H]1CN(CCC1)C)=O |o1:26|